C(C1=CC=CC=C1)OC1=CC=C(C=C1)[C@@H]1N(C[C@H](CC1)C)C(=O)OC(C)(C)C |r| tert-Butyl rac-(2R,5S)-2-(4-benzyloxyphenyl)-5-methyl-piperidine-1-carboxylate